benzyl 3-((tert-butoxycarbonyl) amino)-3-methyl-4-methylenepiperidine-1-carboxylate C(C)(C)(C)OC(=O)NC1(CN(CCC1=C)C(=O)OCC1=CC=CC=C1)C